FC1=C(N)C(=C(C(=C1F)F)I)F 2,3,4,6-tetrafluoro-5-iodoaniline